pyridine-2,3-diformamide N1=C(C(=CC=C1)C(=O)N)C(=O)N